Isopropyl ((((1S,4R)-4-(2-amino-6-methoxy-9H-purin-9-yl)cyclopent-2-en-1-yl)methoxy)(2-chlorophenoxy)phosphoryl)-L-alaninate NC1=NC(=C2N=CN(C2=N1)[C@H]1C=C[C@H](C1)COP(=O)(OC1=C(C=CC=C1)Cl)N[C@@H](C)C(=O)OC(C)C)OC